methyl methyl((S)-1-(((S)-2-(4-nitrophenyl)-1-(2-(thiophen-2-yl)thiazol-4-yl)ethyl)amino)-1-oxo-3-phenylpropan-2-yl)carbamate CN(C(OC)=O)[C@H](C(=O)N[C@@H](CC1=CC=C(C=C1)[N+](=O)[O-])C=1N=C(SC1)C=1SC=CC1)CC1=CC=CC=C1